O1C=NC2=C1C=CC(=C2)C=2C=1N(C3=CC=C(C=C3N2)C(=O)N2CCCCC2)C=CN1 (4-(Benzo[d]oxazol-5-yl)imidazo[1,2-a]quinoxalin-7-yl)(piperidin-1-yl)methanone